[6-(5-cyclopropyl-4H-1,2,4-triazol-3-yl)-2-azaspiro[3.3]heptan-2-yl]-[rac-(6R)-6-[(3,5-difluoro-2-pyridyl)methyl]-2-azaspiro[3.4]octan-2-yl]methanone C1(CC1)C=1NC(=NN1)C1CC2(CN(C2)C(=O)N2CC3(C2)C[C@@H](CC3)CC3=NC=C(C=C3F)F)C1 |r|